N-((1-(8-methyl-7-oxo-7,8-dihydro-1,8-naphthyridin-4-yl)piperidin-4-yl)methyl)sulfamide CN1C(C=CC=2C(=CC=NC12)N1CCC(CC1)CNS(=O)(=O)N)=O